CC=1C(=NC(=NC1)NC=1C=CC(=NC1)N1CC(CC1)CC(=O)N)NC=1C=CC2=C(NC(O2)=O)C1 (1-(5-(5-methyl-4-(2-oxo-2,3-dihydrobenzo[d]oxazol-5-ylamino)pyrimidin-2-ylamino)pyridin-2-yl)pyrrolidin-3-yl)acetamide